C(C)(C)(C)OC(=O)N(CC(=O)O[C@H]1[C@H](N(C[C@@H]1OC(=O)OC(C)(C)C)C(=O)OC(C)(C)C)CC1=CC=C(C=C1)OC)C1CC1 tert-butyl (2R,3S,4S)-3-({2-[(tert-butoxycarbonyl)(cyclopropyl)amino]acetyl}oxy)-4-[(tert-butoxycarbonyl)oxy]-2-[(4-methoxyphenyl)methyl]pyrrolidine-1-carboxylate